2-cyclopropyl-6-fluoro-N-(1,2,4-thiadiazol-5-yl)benzamide C1(CC1)C1=C(C(=O)NC2=NC=NS2)C(=CC=C1)F